ethyl 2-[2-(cyclopropylmethyl)-5-(3,4-difluorophenyl)-1-[(3-fluoro-4-sulfamoyl-phenyl) methyl] pyrrol-3-yl]-5-methyl-thiazole-4-carboxylate C1(CC1)CC=1N(C(=CC1C=1SC(=C(N1)C(=O)OCC)C)C1=CC(=C(C=C1)F)F)CC1=CC(=C(C=C1)S(N)(=O)=O)F